N-cyclohexyl-N-methyl-2-(1-phenyl-1H-pyrazol-4-yl)-1,3-thiazole-4-carboxamide C1(CCCCC1)N(C(=O)C=1N=C(SC1)C=1C=NN(C1)C1=CC=CC=C1)C